4-[(5-Chloropyrimidine-2-yl)oxy]-1-methyl-3-(4,4,4-trifluorobutyl)-1,3-dihydro-2H-benzo[d]imidazole ClC=1C=NC(=NC1)OC1=CC=CC=2N(CN(C21)CCCC(F)(F)F)C